(N-(4-Amino-5-benzoylthiazol-2-yl)-3,4-dichloroanilino)propanamid NC=1N=C(SC1C(C1=CC=CC=C1)=O)N(C1=CC(=C(C=C1)Cl)Cl)C(C(=O)N)C